(S)-8-((3S,5R)-4-acryloyl-3,5-dimethylpiperazin-1-yl)-l-1-(3-chloro-4-fluorophenyl)-3-methoxy-10-(trifluoromethyl)-3,4-dihydro-2H,6H-[1,4]thiazepino[2,3,4-ij]quinazolin-6-one C(C=C)(=O)N1[C@H](CN(C[C@H]1C)C1=NC(N2C3=C(C=C(C=C13)C(F)(F)F)S(C[C@H](C2)OC)C2=CC(=C(C=C2)F)Cl)=O)C